4-fluoro-1-(2-{3-oxo-2H,3H-[1,2,4]triazolo[4,3-a]pyridin-8-yl}acetyl)-N-{phenyl[5-(propan-2-yl)pyridin-2-yl]methyl}pyrrolidine-2-carboxamide FC1CC(N(C1)C(CC=1C=2N(C=CC1)C(NN2)=O)=O)C(=O)NC(C2=NC=C(C=C2)C(C)C)C2=CC=CC=C2